C(CCC)C=1C=CC(=C(C1)O)C1C=C(CCC1C(=C)C)C 5-Butyl-2-(3-methyl-6-prop-1-en-2-ylcyclohex-2-en-1-yl)phenol